FC(C1=NN=C(O1)C=1C=CC(=NC1)CN1C(SC(=N1)C1=CC=CC=C1)=O)F 3-[[5-[5-(difluoromethyl)-1,3,4-oxadiazol-2-yl]-2-pyridyl]methyl]-5-phenyl-1,3,4-thiadiazol-2-one